C(C1=CC=CC=C1)O[C@H](C)C1=NC2=C(C(=C(C=C2C(=C1C(=O)OCC)Cl)CCC#N)C1=C(C(=CC=C1)Cl)Cl)F Ethyl 2-((R)-1-(benzyloxy)ethyl)-4-chloro-6-(2-cyanoethyl)-7-(2,3-dichlorophenyl)-8-fluoroquinoline-3-carboxylate